2-(7-(4-(3,8-diazabicyclo-[3.2.1]octan-3-yl)-6-chloro-8-fluoro-2-(((2R,7aS)-2-fluorotetrahydro-1H-pyrrolizin-7a(5H)-yl)methoxy)-quinazolin-7-yl)-6-methyl-1H-indazol-1-yl)acetonitrile C12CN(CC(CC1)N2)C2=NC(=NC1=C(C(=C(C=C21)Cl)C=2C(=CC=C1C=NN(C21)CC#N)C)F)OC[C@]21CCCN1C[C@@H](C2)F